C1(CC1)OC1=NC=CC(=C1)N1C[C@@H](CC1)C(=O)N[C@@H]([C@H](O)C1=CC2=C(OCCO2)C=C1)CN1CCCC1 (R)-1-(2-cyclopropoxypyridin-4-yl)-N-((1R,2R)-1-(2,3-dihydrobenzo[b][1,4]dioxin-6-yl)-1-hydroxy-3-(pyrrolidin-1-yl)propan-2-yl)pyrrolidine-3-carboxamide